Br.FC1=CC=C(C=C1)C(C(=O)O)C1CCNCC1 2-(4-fluorophenyl)-2-(piperidin-4-yl)acetic acid hydrobromide